ClC=1C(=C(C(=CC1)OC(F)F)C=1C=CC(=[N+](C1)[O-])C(C(=O)NC1=CC=C(C(=O)O)C=C1)C[C@H]1[C@@H](C1)C)F Trans-4-{[2-{5-[3-chloro-6-(difluoromethoxy)-2-fluorophenyl]-1-oxidopyridin-2-yl}-3-(2-methylcyclopropyl)propanoyl]amino}benzoic acid